Chloro[2,2'-bis(diphenylphosphino)-5,5',6,6',7,7',8,8'-octahydro-1,1'-binaphthyl] ClC=1C(=C(C=2CCCCC2C1)C1=C(C=CC=2CCCCC12)P(C1=CC=CC=C1)C1=CC=CC=C1)P(C1=CC=CC=C1)C1=CC=CC=C1